C1(CC1)S(=O)(=O)N1N=CC(=C1)C1=NC=CC(=N1)NC1=NC=C(C(=C1)NC1CCC(CC1)O)C#CC=1C=NN(C1)CCN(C)C (1s,4s)-4-((2-((2-(1-(Cyclopropylsulfonyl)-1H-pyrazol-4-yl)pyrimidin-4-yl)amino)-5-((1-(2-(dimethyl-amino)ethyl)-1H-pyrazol-4-yl)ethynyl)pyridin-4-yl)amino)cyclohexan-1-ol